C(C)(C)(C1=CC=CC=C1)OOC(=CC(C)(C)C)C t-butyl-isopropenyl cumyl peroxide